2-(3-chloro-5-bromophenyl)-4-phenyl-6-(4-biphenylyl)triazine ClC=1C=C(C=C(C1)Br)N1NC(=CC(=N1)C1=CC=CC=C1)C1=CC=C(C=C1)C1=CC=CC=C1